[3-bromo-2-(trifluoromethoxy)phenyl]acetic acid BrC=1C(=C(C=CC1)CC(=O)O)OC(F)(F)F